2-((4-((7-Azaspiro[3.5]nonan-2-yl)sulfonyl)-2-methylphenyl)amino)-8-cyclopentyl-5,8-dihydropyrido[2,3-d]pyrimidin-7(6H)-one C1C(CC12CCNCC2)S(=O)(=O)C2=CC(=C(C=C2)NC=2N=CC1=C(N2)N(C(CC1)=O)C1CCCC1)C